COC1=CC=C(C=C1)C#CS(=O)(=O)C1=CC=C(C#N)C=C1 4-(((4-methoxyphenyl)ethynyl)sulfonyl)benzonitrile